N-((2-(2,6-dioxopiperidin-3-yl)-1-oxoisoindolin-5-yl)methyl)-1',2',3',6'-tetrahydro-[3,4'-bipyridine]-6-carboxamide hydrochloride Cl.O=C1NC(CCC1N1C(C2=CC=C(C=C2C1)CNC(=O)C1=CC=C(C=N1)C=1CCNCC1)=O)=O